3,5-dibromo-1-methylpyridin-4(1H)-one BrC1=CN(C=C(C1=O)Br)C